C(C)C1=CC=C(CC2CNCCN2C2=C(C=NC=C2)C=2C=3N(C=C(C2)O)N=C(C3C#N)F)C=C1 (4-(6-(4-ethylbenzyl)piperazin-1-yl)pyridine-3-yl)-2-fluoro-6-hydroxypyrazolo[1,5-a]pyridine-3-carbonitrile